C(OCC1=C(C=CC=C1)N=[N+]=[N-])(OC1=CC=C(C=C1)[N+](=O)[O-])=O 2-azidobenzyl (4-nitrophenyl) carbonate